CN1N=C(C2=C1C=NNC2=O)C 1,3-dimethyl-1,5-dihydro-4H-pyrazolo[3,4-d]pyridazin-4-one